C1(CC1)C1=CC=C(C=C1)[C@H]([C@H](C)NC(C(C)(F)F)=O)OC=1C=CC(=NC1)C(=O)N[C@@H]1CN(CCC1)C(=O)[C@H]1COC(C1)=O 5-[(1R,2S)-1-(4-cyclopropylphenyl)-2-(2,2-difluoropropionylamino)propoxy]-N-[(3S)-1-[(3R)-5-oxotetrahydrofuran-3-carbonyl]-3-piperidinyl]pyridine-2-carboxamide